C1(CC1)C1=NC=CC=C1C1=NC=C(C(=N1)OCC1=CC=C(C=C1)C=1N(C=C(N1)C(F)(F)F)C)OC 2-(2-cyclopropyl-3-pyridyl)-5-methoxy-4-[[4-[1-methyl-4-(trifluoromethyl)imidazol-2-yl]phenyl]methoxy]pyrimidine